FC1=C(C=CC(=C1)F)CNC(=O)C=1C(C(=C2N(C[C@@H]3OCC[C@H](N3C2=O)C)C1)[O-])=O.[Na+] sodium (4R,12aS)-9-{[(2,4-difluorophenyl) methyl] carbamoyl}-4-methyl-6,8-dioxo-3,4,6,8,12,12a-hexahydro-2H-pyrido[1',2':4,5]pyrazino[2,1-b][1,3]oxazin-7-olate